CC1=C(C(=O)NC2(CC2)C2=C3C=CC=NC3=CC(=C2)C=C)C=C(C=C1)OCC1N(CC1)C 2-Methyl-5-((1-methylazetidin-2-yl)methoxy)-N-(1-(7-vinylquinolin-5-yl)cyclopropyl)benzamide